C(C)(C)NC=1C2=C(N=C(N1)NC1=CC=C(C=3OCCOC31)C(=O)N3CCOCC3)NC=C2C#N 4-(isopropyl-amino)-2-((8-(morpholine-4-carbonyl)-2,3-dihydrobenzo[b][1,4]dioxin-5-yl)amino)-7H-pyrrolo[2,3-d]pyrimidine-5-carbonitrile